C(CCCCC)C1=C(SC=C1)C1=C2C=CC=NC2=C(C(=C1)F)O 5-(3-hexylthiophen-2-yl)-7-fluoro-8-hydroxyquinoline